1,2-Dibromopropane BrCC(C)Br